4-(5-(tert-butylsulfonyl)-5-azaspiro[3.4]octan-7-yl)-7-chloro-3,4-dihydro-2H-benzo[b][1,4]oxazine C(C)(C)(C)S(=O)(=O)N1C2(CCC2)CC(C1)N1C2=C(OCC1)C=C(C=C2)Cl